BrC1=C(C(=C(C2=N[Se]N=C21)Br)N)N 4,7-dibromo-2,1,3-benzoselenadiazole-5,6-diamine